3-Methyl-5-(trifluoromethyl)-1H-pyrazole CC1=NNC(=C1)C(F)(F)F